CN(C[C@@H](C1=CC=C(C=C1)C1=C(N=CS1)C)NC(OC(C)(C)C)=O)S(=O)(=O)C1=C(C=CC=C1)[N+](=O)[O-] tert-butyl {(1R)-2-[methyl (2-nitrobenzene-1-sulfonyl)amino]-1-[4-(4-methyl-1,3-thiazol-5-yl)phenyl]ethyl}carbamate